5-bromo-4-(difluoromethyl)pyrimidin-2-amine BrC=1C(=NC(=NC1)N)C(F)F